N-(6-chloro-2-(difluoromethoxy)pyridin-3-yl)-3-(2-isopropylphenyl)-5-oxopyrrolidine-3-carboxamide ClC1=CC=C(C(=N1)OC(F)F)NC(=O)C1(CNC(C1)=O)C1=C(C=CC=C1)C(C)C